ClC=1C=C2C(=CN=C(C2=CN1)OC1CN(C1)C(=O)OC(C)(C)C)C(C)(C)O tert-butyl 3-((6-chloro-4-(2-hydroxypropan-2-yl)-2,7-naphthyridin-1-yl)oxy)azetidine-1-carboxylate